BrC1=CC2=C(C(=C(O2)C(=O)O)OCC(C)=O)C=C1 6-bromo-3-(2-oxopropoxy)benzofuran-2-carboxylic acid